1-(7-((5-methylisoxazol-3-yl)methoxy)-3,4-dihydroisoquinolin-2(1H)-yl)prop-2-en-1-one CC1=CC(=NO1)COC1=CC=C2CCN(CC2=C1)C(C=C)=O